3-(5-((2-((4,4-difluorocyclohexyl)amino)cyclohexyl)amino)-1-oxoisoindolin-2-yl)piperidine-2,6-dione FC1(CCC(CC1)NC1C(CCCC1)NC=1C=C2CN(C(C2=CC1)=O)C1C(NC(CC1)=O)=O)F